C(#N)C1=C(C=C(C=C1)N1C(N(C(C1=O)(C)C)C1=CC(=C(OC2CCN(CC2)CC(=O)O)C=C1)F)=S)C(F)(F)F 2-(4-(4-(3-(4-Cyano-3-(trifluoromethyl)phenyl)-5,5-dimethyl-4-oxo-2-thioxoimidazolidin-1-yl)-2-fluorophenoxy)piperidin-1-yl)acetic acid